TETRACOSENOIC ACID, METHYL ESTER C(C=CCCCCCCCCCCCCCCCCCCCCC)(=O)OC